2-((3,4-dimethoxybenzylidene)hydrazineylidene)-6-(p-tolyl)tetrahydropyrimidin-4(1H)-one COC=1C=C(C=NN=C2NC(CC(N2)=O)C2=CC=C(C=C2)C)C=CC1OC